NC1=CC=C(C=N1)CN1CCN(CC1)C(=O)OC(C)(C)C tert-butyl 4-((6-aminopyridin-3-yl)methyl)piperazine-1-carboxylate